FC1=CC=CC=2N=C(OC21)C2=CC=C(C=C2)NC(=O)C2CCC2 N-[4-(7-fluoro-1,3-benzoxazol-2-yl)phenyl]cyclobutanecarboxamide